(1,1-diethylpropyl) disulfide C(C)C(CC)(CC)SSC(CC)(CC)CC